[Si](C)(C)(C(C)(C)C)OCC1=CC=C(CN2CCN(CC2)C2=CC=C(C=N2)N)C=C1 6-(4-(4-(((tert-butyldimethylsilyl)oxy)methyl)benzyl)piperazin-1-yl)pyridin-3-amine